{[(9H-fluoren-9-yl)methoxycarbonyl]amino}acetamide C1=CC=CC=2C3=CC=CC=C3C(C12)COC(=O)NCC(=O)N